Cl.Cl.N[C@H](CC1=C(C=2N=C(N=C(C2S1)NCC=1SC(=CN1)C)Cl)C)C 6-[(2S)-2-aminopropyl]-2-chloro-7-methyl-N-[(5-methyl-1,3-thiazol-2-yl)methyl]thieno[3,2-d]pyrimidin-4-amine dihydrochloride